FC1=C(C(=CC(=C1)OC)F)C1=C(C(N(N1C)C1=NC(=CC(=C1)OC)C1CNCCC1)=O)NC(C1=CC=C(C=C1)OC(F)F)=O N-(5-(2,6-Difluoro-4-methoxyphenyl)-2-(4-methoxy-6-(piperidin-3-yl)pyridin-2-yl)-1-methyl-3-oxo-2,3-dihydro-1H-pyrazol-4-yl)-4-(difluoromethoxy)benzamide